propyl-boronate C(CC)B([O-])[O-]